FC=1C=C(C=C(C1)F)C1CCC=2N1C=C(N2)NC([C@H](C)N2CCC(CC2)(F)F)=O (2S)-N-(5-(3,5-difluorophenyl)-6,7-dihydro-5H-pyrrolo[1,2-a]imidazol-2-yl)-2-(4,4-difluoropiperidin-1-yl)propanamide